(S)-N-((S)-1-amino-1-oxo-3-((S)-2-oxopyrrolidin-3-yl)propan-2-yl)-2-azabicyclo[2.2.2]octane-3-carboxamide hydrochloride Cl.NC([C@H](C[C@H]1C(NCC1)=O)NC(=O)[C@H]1NC2CCC1CC2)=O